CCCCCCCCCCCCN=C(N)N.Cl dodecylguanidine monohydrochloride